C(C)(C)(C)C(CN)C 2-t-butylpropylamine